6-aminoallylcytosine NC=CCC1=CC(=NC(N1)=O)N